FC=1C=C(C=C(C1)F)[C@H]1[C@@H](CN(C1)CCOC)NC(=O)NC1=C(C(=NN1C1=CC=CC=C1)C=1C=NN(C1)C)F 1-((3S,4R)-4-(3,5-difluorophenyl)-1-(2-methoxyethyl)pyrrolidin-3-yl)-3-(4-fluoro-1'-methyl-1-phenyl-1H,1'H-[3,4'-bipyrazol]-5-yl)urea